C(CC)(=O)O.CC(COC(C)CO)O dipropylene glycol monopropionate